4-[[8-[3-(cyanomethyl)-3-(4-ethylpyrazol-1-yl)azetidin-1-yl]-[1,2,4]triazolo[1,5-a]pyridin-2-yl]amino]-N-(2-morpholinoethyl)benzamide C(#N)CC1(CN(C1)C=1C=2N(C=CC1)N=C(N2)NC2=CC=C(C(=O)NCCN1CCOCC1)C=C2)N2N=CC(=C2)CC